5-(3,3-dimethyl-2-oxo-1-(pyrimidin-4-yl)indolin-4-yl)-N-(4-fluorophenyl)-2-(trifluoromethyl)nicotinamide CC1(C(N(C2=CC=CC(=C12)C=1C=NC(=C(C(=O)NC2=CC=C(C=C2)F)C1)C(F)(F)F)C1=NC=NC=C1)=O)C